7-Aminoisoxazolo[4,5-b]pyridin-3(2H)-one hydrochloride Cl.NC1=C2C(=NC=C1)C(NO2)=O